C(C)(C)C1=C(C=NC(=C1)N1CCC(CC1)N1CCN(CC1)C)NC1=NC=C(C=N1)C(F)(F)F 2-((4-isopropyl-6-(4-(4-methylpiperazin-1-yl)piperidin-1-yl)pyridin-3-yl)amino)-5-(trifluoromethyl)pyrimidin